O[C@H]1[C@H](C2=CC=CC=C2C1)NC1=NC(=NC=C1C(=O)N)NC1=C(C=C2CCN(CC2=C1)C)OC 4-{[(1S,2R)-2-hydroxy-2,3-dihydro-1H-inden-1-yl]amino}-2-[(6-methoxy-2-methyl-1,2,3,4-tetrahydroisoquinolin-7-yl)amino]pyrimidine-5-carboxamide